CN1C(=C(CC1)C(C1=CN=CC=C1)=O)[O-].[K+] potassium 1-methyl-3-nicotinoyl-4,5-dihydro-1H-pyrrol-2-olate